8-(difluoromethoxy)-2-methyl-6-(4,4,5,5-tetramethyl-1,3,2-dioxaborolan-2-yl)imidazo[1,2-b]pyridazine FC(OC=1C=2N(N=C(C1)B1OC(C(O1)(C)C)(C)C)C=C(N2)C)F